2,6-di-t-butyl-4-(2-methylbenzylidene)cyclohexa-2,5-dien-1-one C(C)(C)(C)C=1C(C(=CC(C1)=CC1=C(C=CC=C1)C)C(C)(C)C)=O